5-amino-3-((1r,2s)-2-phenylcyclopentyl)-1,2,3-oxadiazole-3-ium chloride [Cl-].NC1=C[N+](=NO1)[C@H]1[C@@H](CCC1)C1=CC=CC=C1